ClC=1C=C(C=2N(N1)C=CN2)[C@@H]2[C@H](C2)C2=C(C=C(C#N)C=C2)F 4-((1S,2S)-2-(6-chloroimidazo[1,2-b]pyridazin-8-yl)cyclopropyl)-3-fluorobenzonitrile